FC1=CC=C2C(=CCOC2=C1)C=1N=CNC1 4-(7-fluoro-2H-chromen-4-yl)-1H-imidazole